tert-butyl 2-[2-[[3-amino-2-methyl-4-(1-piperidyl)benzoyl]amino]-5-fluoro-phenyl]acetate NC=1C(=C(C(=O)NC2=C(C=C(C=C2)F)CC(=O)OC(C)(C)C)C=CC1N1CCCCC1)C